ClC=1N=C2C(=C(C=NC2=CC1)NC(=O)NC=1C=NC(=C(C1)C(F)(F)F)N1N=CC(=N1)C(F)F)[C@H](C)OC (S)-N-(6-chloro-4-(1-methoxyethyl)-1,5-naphthyridin-3-yl)-N'-(6-(4-(difluoromethyl)-2H-1,2,3-triazol-2-yl)-5-(trifluoromethyl)pyridin-3-yl)urea